N-(5-bromopyridin-2-yl)cyclopropylcarboxamide BrC=1C=CC(=NC1)NC(=O)C1CC1